[Si](C)(C)(C(C)(C)C)OCC(C#N)CC1=CC(=C(C=C1)OC)O[Si](C)(C)C(C)(C)C 3-((tert-butyldimethylsilyl)oxy)-2-(3-((tert-butyldimethyl-silyl)oxy)-4-methoxybenzyl)propanenitrile